NC=1C2=C(C3=C(C(=C(N3N)C=C3C=CC(C=C4C=CC(=CC(C1)=N2)N4)=N3)C3=CC=CC=C3)N)N.[Ni] nickel tetra-aminophenylporphyrin